4-methyl-1,3-benzenediol CC1=C(C=C(C=C1)O)O